C(#C)C1=C(C=C(C=C1)C)C 1-ethynyl-2,4-dimethylbenzene